(8-(5-(2-(benzyloxy)-1-(3-cyclohexylphenyl)ethyl)-1,3,4-oxadiazol-2-yl)-2,6-diazaspiro[3.4]octan-2-yl)(1-(trifluoromethyl)cyclopropyl)methanone C(C1=CC=CC=C1)OCC(C1=CC(=CC=C1)C1CCCCC1)C1=NN=C(O1)C1CNCC12CN(C2)C(=O)C2(CC2)C(F)(F)F